C(C)(C)N1N=NC2=C1C=CC(=C2)C=2OC1=C(N2)C(=CC=C1)OC 2-(1-isopropyl-1H-benzo[d][1,2,3]triazol-5-yl)-4-methoxy-benzo[d]oxazole